tert-butyl 6-[4-[(2,6-dioxo-3-piperidyl)amino]-2-fluoro-phenyl]-2,6-diazaspiro[3.3]heptane-2-carboxylate O=C1NC(CCC1NC1=CC(=C(C=C1)N1CC2(CN(C2)C(=O)OC(C)(C)C)C1)F)=O